N(=[N+]=[N-])CCOCCOCCOCCN[C@@H]1C[C@H](CC1)NC1=CC(=NC=2N1N=CC2Cl)C(CC)CC (1S,3S)-N1-[2-[2-[2-(2-azidoethoxy)ethoxy]ethoxy]ethyl]-N3-[3-chloro-5-(1-ethylpropyl)pyrazolo[1,5-a]pyrimidin-7-yl]cyclopentane-1,3-diamine